5-(5-bromo-3,4-dihydroquinolin-1(2H)-yl)-3-fluoro-9-methylpyrido[3,2-e][1,2,4]triazolo[4,3-a]pyrimidine-5-amine BrC1=C2CCCN(C2=CC=C1)C1(NC=2N(C3=C1C=C(C=N3)F)C(=NN2)C)N